tert-butyl 6-[[5-(difluoromethyl)-3-methyl-pyrazol-1-yl]methyl]-2-azaspiro[3.3]heptane-2-carboxylate FC(C1=CC(=NN1CC1CC2(CN(C2)C(=O)OC(C)(C)C)C1)C)F